methyl (R)-6-chloro-3-((1-(2-(4-fluorophenyl)-3,6-dimethyl-4-oxo-3,4-dihydroquinazolin-8-yl)ethyl)amino)picolinate ClC1=CC=C(C(=N1)C(=O)OC)N[C@H](C)C=1C=C(C=C2C(N(C(=NC12)C1=CC=C(C=C1)F)C)=O)C